4-amino-8-(2-fluoro-5-methylpyridin-3-yl)-N-propylisoquinoline-3-carboxamide NC1=C(N=CC2=C(C=CC=C12)C=1C(=NC=C(C1)C)F)C(=O)NCCC